C1(=CC=CC=C1)C#CC1=CC=CC2=NC3=CC=CC=C3C=C12 (phenylethynyl)acridine